FC([C@@H]1COCC(N1C=1N=C2N(CCOC3=C2C=CC(=C3)N[C@H](C(=O)N)COC)C1)=C=O)F (S)-2-((2-((S)-3-(difluoromethyl)-5-carbonylmorpholino)-5,6-dihydrobenzo[f]imidazo[1,2-d][1,4]oxazepin-9-yl)amino)-3-methoxypropionamide